3-((5-((4-(3-((2-((S)-1-hydroxyethyl)-1H-imidazol-1-yl)methyl)isoxazol-5-yl)phenyl)ethynyl)pyridin-2-yl)methyl)-3-azabicyclo[3.1.0]hexane-6-carbonitrile O[C@@H](C)C=1N(C=CN1)CC1=NOC(=C1)C1=CC=C(C=C1)C#CC=1C=CC(=NC1)CN1CC2C(C2C1)C#N